NC1CCN(CC1)C1=C(C=NC2=CC=C(C=C12)C=1C(=C(C#N)C=CC1)OCC#N)C1=CC(=CC(=C1)F)F 3-[4-(4-aminopiperidin-1-yl)-3-(3,5-difluorophenyl)quinolin-6-yl]-2-(cyanomethoxy)benzonitrile